N-(4-bromo-2-cyclopropyl-5-methylphenyl)-N-(3,5-dimethylpyridin-2-yl)prop-2-enamide BrC1=CC(=C(C=C1C)N(C(C=C)=O)C1=NC=C(C=C1C)C)C1CC1